BrC1=NNC2=NC(=NC(=C21)C#N)N2CCC1([C@@H](COC1)N[S@](=O)C(C)(C)C)CC2 (R)-N-((S)-8-(3-bromo-4-cyano-1H-pyrazolo[3,4-d]pyrimidin-6-yl)-2-oxa-8-azaspiro[4.5]dec-4-yl)-2-methylpropan-2-sulfinamide